6'-((tert-Butoxycarbonyl)amino)-1'-methyl-2'-oxospiro[cyclopentane-1,3'-indoline]-5'-carboxylic acid methyl ester COC(=O)C=1C=C2C3(C(N(C2=CC1NC(=O)OC(C)(C)C)C)=O)CCCC3